ClC1=CC=CC=2N1N=C(C2)[C@H]2N(CCC1=C2N=CN1)C(=O)C1=C(N=C(O1)C(C)(C)O)C(F)F (S)-(4-(7-chloropyrazolo[1,5-a]pyridin-2-yl)-6,7-dihydro-1H-imidazo[4,5-c]pyridin-5(4H)-yl)(4-(difluoromethyl)-2-(2-hydroxypropan-2-yl)oxazol-5-yl)methanone